ClC1=C(COC=2C(=NC=C(C2)C2=CC=C(C=C2)OCCN2CCOCC2)N)C(=CC=C1)Cl 3-(2,6-dichloro-benzyloxy)-5-[4-(2-morpholin-4-yl-ethoxy)-phenyl]-pyridin-2-ylamine